BrC1=CN=CC(=N1)C1(COC1)O 3-(6-bromopyrazin-2-yl)oxetan-3-ol